4-hydroxy-1-(o-tolyl)-6-(trifluoromethyl)thieno[3,2-d]pyrimidin-2(1H)-one OC=1C2=C(N(C(N1)=O)C1=C(C=CC=C1)C)C=C(S2)C(F)(F)F